O1C2=C(C(=C1)C=1C=C(OC1)C(CCC(=O)O)=O)SC=C2 4-(4-(thieno[3,2-b]furan-3-yl)furan-2-yl)-4-oxobutanoic acid